ClC=1C=C(C=C(C1F)Cl)C1(CC(=NO1)N1CC=2C=NC(=CC2C1)C(=O)NCC1(COC1)CC)C(F)(F)F 2-(5-(3,5-dichloro-4-fluorophenyl)-5-(trifluoromethyl)-4,5-dihydroisoxazol-3-yl)-N-((3-ethyloxetan-3-yl)methyl)-2,3-dihydro-1H-pyrrolo[3,4-c]pyridine-6-carboxamide